N-(4-((2-(1,1-difluoroethyl)-6-methylpyrimidin-4-yl)amino)-5-((6-methoxypyrazin-2-yl)oxy)pyridin-2-yl)acetamide FC(C)(F)C1=NC(=CC(=N1)NC1=CC(=NC=C1OC1=NC(=CN=C1)OC)NC(C)=O)C